6-(1,2,3,6-tetrahydropyridin-4-yl)-3H-benzimidazole-4-carboxamide N1CCC(=CC1)C=1C=C(C2=C(N=CN2)C1)C(=O)N